C1(CCCCC1)C(=O)OOC=1C(=NC(=CC1)C=1N=NN(C1C=O)C)C1CC1 (2-cyclopropyl-6-(5-formyl-1-methyl-1H-1,2,3-triazol-4-yl) pyridin-3-yloxy) cyclohexanecarboxylate